2-(1-{6-methyl-4-[(1-methylcyclopropyl)amino]furo[2,3-d]pyrimidine-5-carbonyl}-1,2,3,6-tetrahydropyridin-4-yl)pyrimidine-4-carbonitrile CC1=C(C2=C(N=CN=C2NC2(CC2)C)O1)C(=O)N1CCC(=CC1)C1=NC=CC(=N1)C#N